O1P(OOO1)(=O)OP(=O)([O-])[O-].[K+].[K+] potassium peroxy diphosphate